4-((4-((2-(dimethylphosphoryl)phenyl)amino)-5-(trifluoromethyl)pyrimidin-2-yl)amino)-3-(ethoxy)benzoic acid CP(=O)(C)C1=C(C=CC=C1)NC1=NC(=NC=C1C(F)(F)F)NC1=C(C=C(C(=O)O)C=C1)OCC